N1(CCC1)C(=O)C1(CCOCC1)CNC(=O)C1=CC2=C(S1)CCCCCC2 N-{[4-(azetidine-1-carbonyl)oxacyclohexan-4-yl]methyl}-4H,5H,6H,7H,8H,9H-cycloocta[b]thiophene-2-carboxamide